O=C1OC2=CC(=CC=C2C(=C1)C1=C(C=CC=C1)C)NC(C(=O)N)=C racemic-2-((2-oxo-4-(o-tolyl)-2H-chromen-7-yl)amino)propenamide